tert-butyl N-[(2S)-1-{5-chloro-7-[(furan-2-ylmethyl)amino]-3-(1,3,4-oxadiazol-2-yl)furo[3,2-b]pyridin-2-yl}propan-2-yl]carbamate ClC1=CC(=C2C(=N1)C(=C(O2)C[C@H](C)NC(OC(C)(C)C)=O)C=2OC=NN2)NCC=2OC=CC2